C(C)(C)(C1=C(C(=C(O)C=C1)O)O)C1=C(C(=C(O)C=C1)O)O 4,4'-isopropylidenedipyrogallol